C(CCCCCCCCCCCCC)NC N-tetradecylmethylamine